N1-(3-aminopropyl)-N1-benzyl-propane-1,3-diamine NCCCN(CCCN)CC1=CC=CC=C1